C(C1=CC=CC=C1)OC(=O)NC(N[C@](C(=O)OC(C)C)(CC(C)(C)C)C1=CC=C(C=C1)C=1C=NN(C1)C(F)F)=S Isopropyl (R)-2-(3-((benzyloxy)carbonyl)thioureido)-2-(4-(1-(difluoromethyl)-1H-pyrazol-4-yl)phenyl)-4,4-dimethylpentanoate